N-(5-(((2S,4R)-2-methyl-4-(thieno[2,3-c]pyridin-7-yloxy)pyrrolidin-1-yl)methyl)thiazol-2-yl)acetamide C[C@@H]1N(C[C@@H](C1)OC=1N=CC=C2C1SC=C2)CC2=CN=C(S2)NC(C)=O